CC1=C(C(OO)=O)C=CC(=C1)O Methyl-hydroxyparaben